trans-2,3-dimethoxycinnamic acid COC1=C(/C=C/C(=O)O)C=CC=C1OC